C(C)[C@@H]1CN(C[C@@H](N1C(C(C)C)=O)C(=O)O)S(=O)(=O)C1=CC=CC=C1 cis-6-ethyl-1-isobutyryl-4-(phenylsulfonyl)piperazine-2-carboxylic acid